N-((1R,5S,6r)-3-(4-(3-cyano-6-(1-methyl-1H-pyrazol-4-yl)pyrazolo[1,5-a]pyridin-4-yl)phenyl)-3-azabicyclo[3.1.0]hexane-6-yl)-2-hydroxy-3-methylbutanamide C(#N)C=1C=NN2C1C(=CC(=C2)C=2C=NN(C2)C)C2=CC=C(C=C2)N2C[C@@H]1C([C@@H]1C2)NC(C(C(C)C)O)=O